3-(trifluoromethyl)isothiazole-5-carboxylic acid FC(C1=NSC(=C1)C(=O)O)(F)F